NC1=NC(N(C=N1)[C@@H]1O[C@@H]([C@H](C1)O)COC(C1=CC=CC=C1)(C1=CC=C(C=C1)OC)C1=CC=C(C=C1)OC)=O 4-amino-1-((2R,4S,5R)-5-((bis(4-methoxyphenyl)(phenyl)methoxy)methyl)-4-hydroxytetrahydrofuran-2-yl)-1,3,5-triazin-2(1H)-one